C(C)(C)(C)C1CC12NCCN(C2)C2=C(N=NC=C2)NCC=2C=C1N=CC=NC1=CC2 tert-Butyl-7-(3-((quinoxalin-6-ylmethyl)amino)pyridazin-4-yl)-4,7-diazaspiro[2.5]octane